N1[C@@H](CC1)COC=1C=CC(=C(C(=O)OC)C1)C (S)-Methyl 5-(azetidin-2-ylmethoxy)-2-methylbenzoate